C(C1CO1)CC([CH2-])=O glycidyl-acetonide